ClC1=C2C=NNC2=C(C=C1)N1N=CC=C1C 4-chloro-7-(5-methylpyrazol-1-yl)-1H-indazole